(3-cyclopropylmethoxy-4-difluoromethoxyphenyl)but-2-yn-1-ol C1(CC1)COC=1C=C(C=CC1OC(F)F)C(C#CC)O